1-((6-cyclopropylimidazo[1,2-a]pyridin-2-yl)methyl)-N-(6-(2-(diphenylmethylene)hydrazinyl)-2-fluoro-3-methoxybenzyl)-1H-1,2,3-triazole-4-carboxamide C1(CC1)C=1C=CC=2N(C1)C=C(N2)CN2N=NC(=C2)C(=O)NCC2=C(C(=CC=C2NN=C(C2=CC=CC=C2)C2=CC=CC=C2)OC)F